S1C2=C(C=C1)C(=CC=C2)C(=O)N2CC=1C(CC2)=C(N(N1)C)C1=CC=CC=C1 benzo[b]thiophen-4-yl-(2-methyl-3-phenyl-2,4,5,7-tetrahydro-6H-pyrazolo[3,4-c]pyridin-6-yl)methanone